N'-dodecanoyl-1-ethyl-4-hydroxy-2-oxo-1,2-dihydroquinoline-3-carbohydrazide C(CCCCCCCCCCC)(=O)NNC(=O)C=1C(N(C2=CC=CC=C2C1O)CC)=O